S(=O)([O-])[O-].[PH4+].[PH4+] phosphonium sulfite salt